(2R,5S)-2,5-dimethylpiperazine-1,4-dicarboxylate C[C@H]1N(C[C@@H](N(C1)C(=O)[O-])C)C(=O)[O-]